C(C)(C)(C)OC(N(CC1=CC=C(C=C1)C1=NC=CC=C1OC)C1=CC(=NC=2N1N=CC2C2CC2)Cl)=O.S2C(=CC=C2)S(=O)(=O)NN thiophenesulfonyl-hydrazine tert-butyl-(5-chloro-3-cyclopropylpyrazolo[1,5-a]pyrimidin-7-yl)(4-(3-methoxypyridin-2-yl)benzyl)carbamate